C(C)OC(C1=C(C=CC(=C1)Br)OCCNC(=O)OC(C)(C)C)=O 5-Bromo-2-[2-(tert-Butoxycarbonylamino)ethoxy]benzoic acid ethyl ester